ClC(C1=NC(=NC(=N1)C(Cl)(Cl)Cl)SC1=CC=C(C=C1)CCC(=O)N)(Cl)Cl 3-{4-[2,4-bis(trichloromethyl)-s-triazin-6-yl]thiophenyl}propanamide